dioxotungsten O=[W]=O